C(C)N1CCC(CC1)C=1N=NC2=CC(=CC(=C2C1)F)C=1C=C(C=2N(N1)C=C(N2)C)CC#N {6-[3-(1-Ethylpiperidin-4-yl)-5-fluoro-cinnolin-7-yl]-2-methylimidazo[1,2-b]pyridazin-8-yl}acetonitrile